tert-butyl 4-bromo-7-chloro-3-oxo-1,3-dihydro-2H-pyrrolo[3,4-c]pyridine-2-carboxylate BrC1=NC=C(C2=C1C(N(C2)C(=O)OC(C)(C)C)=O)Cl